(S)-2-BROMO-N,N-DIMETHYLBUTANAMIDE Br[C@H](C(=O)N(C)C)CC